CO[C@H]1[C@@H](O[C@H]([C@@H]([C@H]1OC)OC)C)OC(N)=O Carbamic acid [(2s,3r,4r,5s,6s)-3,4,5-trimethoxy-6-methyltetrahydropyran-2-yl]Ester